ClC1=C(CN2N=C3C4=C(CCC3=C2)OC(=C4C)C(=O)NCCC4=CC=CC=C4)C=CC=C1 2-(2-chlorobenzyl)-8-methyl-N-(2-phenylethyl)-4,5-dihydro-2H-furo[2,3-g]indazole-7-carboxamide